C(C)OP(OCC)(=O)CC1=CC2=NC(=CC(=C2O1)N1CCOCC1)N1N=C(C=C1)C=1C=C(C=CC1)C.CN(C1CN(C1)C(CCC=1N(C=CN1)C)=O)C 1-(3-(dimethylamino)azetidin-1-yl)-3-(1-methyl-1H-imidazol-2-yl)propan-1-one diethyl-((7-morpholino-5-(3-(m-tolyl)-1H-pyrazol-1-yl)furo[3,2-b]pyridin-2-yl)methyl)phosphonate